(3R,5S)-1-((S)-2-amino-3,3-dimethylbutanoyl)-5-(((S)-1-(4-(4-methylthiazol-5-yl)phenyl)ethyl)carbamoyl)pyrrolidin-3-yl 5-azidopentanoate N(=[N+]=[N-])CCCCC(=O)O[C@H]1CN([C@@H](C1)C(N[C@@H](C)C1=CC=C(C=C1)C1=C(N=CS1)C)=O)C([C@H](C(C)(C)C)N)=O